CN1CCC(CC1)C(=O)NC1=NC=C(N=C1)C1=NC=CC=C1 1-methyl-N-(5-(pyridin-2-yl)pyrazin-2-yl)piperidine-4-carboxamide